C(C)=C1C=C2CCC1C2 ethylidene-1-norbornene